COC1=C(C=C2C(=C1)CC[N+]3=C2C=C4C=CC(=C(C4=C3)OC)O)O The molecule is a berberine alkaloid with formula C19H18NO4 that is isolated from several species of Stephania. It has a role as a plant metabolite and an EC 3.1.1.7 (acetylcholinesterase) inhibitor. It is a berberine alkaloid, an organic heterotetracyclic compound and an organic cation.